2'-Methyl-1'H,4H-spiro[anthracene-1,4'-isoquinoline]-1',3',4(2'H)-trione CN1C(C2=CC=CC=C2C2(C1=O)C=CC(C1=CC3=CC=CC=C3C=C12)=O)=O